C1(CCCC1)N1C(C(N(C[C@H]1C)CC1=NC=C(C=N1)C1=CC=CC=C1)=O)=O |o1:10| (R or S)-4-cyclopentyl-5-methyl-1-((5-phenylpyrimidin-2-yl)methyl)piperazine-2,3-dione